Cyanoformate C(#N)C(=O)[O-]